FC(C(=O)O)(F)F.CC1(C2C(N(C(C12)=O)CC1=CC2=NC=CC(=C2S1)C1=C(C(=NC(=C1)C(F)(F)F)CC)NC(=O)C1CCNCC1)=O)C N-(4-(2-((6,6-dimethyl-2,4-dioxo-3-azabicyclo[3.1.0]hexan-3-yl)methyl)thieno[3,2-b]pyridin-7-yl)-2-ethyl-6-(trifluoromethyl)pyridin-3-yl)piperidine-4-carboxamide 2,2,2-trifluoroacetate